6-(difluoromethyl)-8-(4,4,5,5-tetramethyl-1,3,2-dioxaborolan-2-yl)-3,4-dihydroisoquinoline-2(1H)-carboxylic acid tert-butyl ester C(C)(C)(C)OC(=O)N1CC2=C(C=C(C=C2CC1)C(F)F)B1OC(C(O1)(C)C)(C)C